C(C=C)(=O)OCCOCCO diethylene glycol mono-acrylate